4-benzyl-5-((benzyloxy)methyl)-4-azaspiro[2.5]octane C(C1=CC=CC=C1)N1C2(CC2)CCCC1COCC1=CC=CC=C1